3-amino-6-(5-(5,5-dimethyl-5,6-dihydro-4H-pyrrolo[1,2-b]pyrazol-3-yl)-2-fluorophenyl)-N-((3S,5S)-5-fluoropiperidin-3-yl)pyrazine-2-carboxamide NC=1C(=NC(=CN1)C1=C(C=CC(=C1)C1=C2N(N=C1)CC(C2)(C)C)F)C(=O)N[C@@H]2CNC[C@H](C2)F